ClC=1C(=C(C#N)C=C(C1)C(=O)N1CCC(CC1)OC1=NC(=NC=C1)S(=O)(=O)C)OCCCl 3-chloro-2-(2-chloroethoxy)-5-(4-((2-(methylsulfonyl)pyrimidin-4-yl)oxy)piperidine-1-carbonyl)benzonitrile